CN1CC(C1)(C)C(C=1C=C(C=CC1)C1=NC(=NO1)[C@@]1(COCC1)O)(C1=CC=C(C=C1)C(C)C)O (S)-3-(5-(3-((1,3-dimethylazetidin-3-yl)(hydroxy)(4-isopropylphenyl)methyl)phenyl)-1,2,4-oxadiazol-3-yl)tetrahydrofuran-3-ol